5-chloro-N4-(2-(dimethylamino)pyridin-3-yl)-N2-(4-(4-methylpiperazin-1-yl)phenyl)pyrimidine-2,4-diamine ClC=1C(=NC(=NC1)NC1=CC=C(C=C1)N1CCN(CC1)C)NC=1C(=NC=CC1)N(C)C